ClC1=NC(=C2N=CN(C2=N1)C(C)C)Cl 2,6-DICHLORO-9-ISOPROPYL-9H-PURINE